C1(=CC=C(C=C1)NC(=O)NCC(=O)NCC(=O)NCC(=O)O)C N-(p-tolylaminocarbonyl)-glycylglycylglycine